isoprene tetra-acrylate C(C=C)(=O)O.C(C=C)(=O)O.C(C=C)(=O)O.C(C=C)(=O)O.C=CC(C)=C